1-(2-chlorophenyl)-4,4,5,5,6,6,7,7,7-nonafluoro-2-phenylheptan-1-one ClC1=C(C=CC=C1)C(C(CC(C(C(C(F)(F)F)(F)F)(F)F)(F)F)C1=CC=CC=C1)=O